FC=1C=CC(=NC1)OCC1N(C2CC(C1C)C2)C(C2=C(C=CC(=C2)C)C2=NC=CC=N2)=O 3-{[(5-fluoropyridin-2-yl)oxy]methyl}-4-methyl-2-[5-methyl-2-(pyrimidin-2-yl)benzoyl]-2-azabicyclo[3.1.1]heptane